N,N'-bis[(S)-1-(isopropoxycarbonyl)ethyl]-phosphorodiamidate C(C)(C)OC(=O)[C@H](C)NP([O-])(=O)N[C@@H](C)C(=O)OC(C)C